C(C1=CC=CC=C1)C=1NC(C(=CN1)C(=O)NC1C2=CC=CC=C2C=2C=CC=CC12)=O 2-benzyl-N-(9H-fluoren-9-yl)-6-oxo-1,6-dihydropyrimidine-5-carboxamide